C(CC)NC(=O)C1C(OCCC1)C(=O)N[C@@H]([C@@H](C)CC)C(=O)N1[C@@H](CCC1)C(=O)O N-(3-propylcarbamoyl-oxacyclohexane-2-carbonyl)-isoleucyl-proline